OC1=C(N2C(C3=CC(=CC=C13)OC1=CC(=CC=C1)OC)=NC=N2)C(=O)NCC(=O)O (6-hydroxy-9-(3-methoxyphenoxy)-[1,2,4]triazolo[5,1-a]isoquinoline-5-carbonyl)glycine